COC1=C(C2=C(C=N1)C=NN2C)NS(=O)(=O)C=2C=NN(C2)C(C2=CC=CC=C2)(C2=CC=CC=C2)C2=CC=CC=C2 N-(6-methoxy-1-methyl-1H-pyrazolo[4,3-c]pyridin-7-yl)-1-trityl-1H-pyrazole-4-sulfonamide